2-methyl-N-[3-chloro-4-[4-[2-(dimethylamino)acetyl]piperazine-1-carbonyl]phenyl]-5-[6-(dimethylamino)-2,5-difluoro-3-pyridinyl]-imidazole-2-carboxamide CC1(N=C(C=N1)C=1C(=NC(=C(C1)F)N(C)C)F)C(=O)NC1=CC(=C(C=C1)C(=O)N1CCN(CC1)C(CN(C)C)=O)Cl